CN(CCCCCCC)C N,N-dimethylheptaneamine